(1aR,5aR)-2-(4-Fluoro-phenyl)-1a,2,5,5a-tetrahydro-1H-2,3-diaza-cyclopropa[a]pentalene-4-carboxylic acid (1-pyridin-4-yl-cyclobutyl)-amide N1=CC=C(C=C1)C1(CCC1)NC(=O)C=1C=2C[C@@H]3[C@H](C2N(N1)C1=CC=C(C=C1)F)C3